[C@H]12CN(C[C@H](CC1)N2)C2=NC(=NC1=C(C(=CC=C21)C2=CNC1=CC=CC(=C21)CCC(=O)O)F)OCC21CCCN1CCC2 3-(3-(4-((1R,5S)-3,8-diazabicyclo[3.2.1]octan-3-yl)-8-fluoro-2-((tetrahydro-1H-pyrrolizin-7a(5H)-yl)methoxy)quinazolin-7-yl)-1H-indol-4-yl)propanoic acid